N1N=CC(=C1)C1=CC=C(C=C1)N1C(N(C2(C1)CCN(CC2)C(C)=O)CC2=C(C=C(C=C2)F)F)=O 3-(4-(1H-pyrazol-4-yl)phenyl)-8-acetyl-1-(2,4-difluorobenzyl)-1,3,8-triazaspiro[4.5]decan-2-one